3,6,9,12,15-pentaoxaoctadecan-1-ol C(COCCOCCOCCOCCOCCC)O